4-(5-(2-(2-((6-chloropyridin-2-yl)oxy)ethoxy)ethyl)-1-cyclopropyl-1H-pyrazol-3-yl)-N1-methyl-2,7-naphthyridine-1,6-diamine ClC1=CC=CC(=N1)OCCOCCC1=CC(=NN1C1CC1)C1=CN=C(C2=CN=C(C=C12)N)NC